C(C1CO1)/C(/C(=O)O)=C/C(=O)O.C(\C=C/C(=O)O)(=O)OCC1CO1 glycidyl maleate (glycidyl maleate)